N=1C=C(N2C1C=CC=C2)[C@H]2CN(CCC2)C2=CC(=NC(=N2)NC)N (R)-6-(3-(imidazo[1,2-a]pyridin-3-yl)piperidin-1-yl)-N2-methylpyrimidine-2,4-diamine